trans-4-((3-(2-Cyclopropyloxazol-4-yl)phenyl)((trans-4-(6-(dimethylamino)pyridine-3-yl)cyclohexyl)methyl)carbamoyl)-cyclohexanecarboxylic acid C1(CC1)C=1OC=C(N1)C=1C=C(C=CC1)N(C(=O)[C@@H]1CC[C@H](CC1)C(=O)O)C[C@@H]1CC[C@H](CC1)C=1C=NC(=CC1)N(C)C